2-[5-[(S)-ethylsulfinyl]-6-[3-methyl-6-(trifluoromethyl)imidazo[4,5-c]pyridin-2-yl]-3-pyridyl]-2-methyl-propanenitrile C(C)[S@](=O)C=1C=C(C=NC1C1=NC2=C(C=NC(=C2)C(F)(F)F)N1C)C(C#N)(C)C